ClC=1C=C(C=CC1)C=1N=C(SC1)N N-[4-(3-chlorophenyl)thiazol-2-yl]amine